C(C)(C)(C)OC(=O)NCCCCNC1=NC=C(C=C1SCCC(=O)OC)C(N)=O methyl 3-((2-((4-((tert-butoxycarbonyl)amino)butyl)amino)-5-carbamoylpyridin-3-yl)thio)propanoate